[Si](C)(C)(C(C)(C)C)O[C@@H](CC)C1=CC(=C(C=N1)C=1C=2N(C3=CC(=NC=C3C1)NC(=O)[C@@H]1[C@@H](C1)F)N=CN2)C (1r,2r)-N-(4-(6-((S)-1-((tert-butyldimethylsilyl)oxy)propyl)-4-methylpyridin-3-yl)-[1,2,4]triazolo[1,5-a][1,6]naphthyridin-8-yl)-2-fluorocyclopropane-1-carboxamide